C(C1=CC=CC=C1)(=O)O[C@@H]1[C@@H](OC(C2=CC=CC=C2)=O)[C@@H](OC(C2=CC=CC=C2)=O)[C@H](OC(C2=CC=CC=C2)=O)[C@H](O1)[C@H](OC(C1=CC=CC=C1)=O)CO 1,2,3,4,6-Penta-O-benzoyl-D-glycero-α-D-manno-heptopyranose